1-isooctyl palmitate (ethyl hexyl palmitate) C(C)C(C(=O)O)(CCCCCCCCCCCCCC)CCCCCC.C(CCCCCCCCCCCCCCC)(=O)OCCCCCC(C)C